Methyl-6-chloro-3-(2,4-difluorophenoxy)pyridazin-4-carboxylat COC(=O)C1=C(N=NC(=C1)Cl)OC1=C(C=C(C=C1)F)F